BrC1=C(SC(=C1)C)C=O 3-BROMO-5-METHYL-2-THIOPHENECARBOXALDEHYDE